4-((3-(4-(difluoromethoxy)phenyl)imidazo[1,2-a]pyrazin-8-yl)amino)-N,2-dimethyl-N-(2-(piperidin-4-yl)ethyl)benzamide hydrochloride Cl.FC(OC1=CC=C(C=C1)C1=CN=C2N1C=CN=C2NC2=CC(=C(C(=O)N(CCC1CCNCC1)C)C=C2)C)F